1-dodecyl-3-methylthiourea C(CCCCCCCCCCC)NC(=S)NC